3-fluorenyl-succinic acid dineopentyl ester C(C(C)(C)C)OC(CC(C(=O)OCC(C)(C)C)C1=CC=CC=2C3=CC=CC=C3CC12)=O